5-imidazolyl-1,3-benzenedicarboxylic acid N1C(=NC=C1)C=1C=C(C=C(C1)C(=O)O)C(=O)O